C[NH+]1C(N(CC1)C)CCCCCCCCCCCC 1,3-dimethyl-2-dodecyl-imidazolinium